NC1=C(C=C(N=N1)C1=C(C=CC=C1)O)N1CC2CCC(C1)N2C2=CC(=NC=C2)C#CCN 2-(6-amino-5-(8-(2-(3-aminoprop-1-yn-1-yl)pyridin-4-yl)-3,8-diazabicyclo[3.2.1]octan-3-yl)pyridazin-3-yl)phenol